BrC1=CC=C(C=C1)SC 4-bromothioanisole